O1N=C(C2=C1C=CC=C2)NS(=O)(=O)C2=C(C=C(C=C2)Br)C N-(benzo[D]isoxazol-3-yl)-4-bromo-2-methylbenzenesulfonamide